C(C(=O)[O-])(=O)F.[Sb+3].C(C(=O)[O-])(=O)F.C(C(=O)[O-])(=O)F antimony fluorooxalate